(S)-cyclohex-2-en-1-ol [C@H]1(C=CCCC1)O